COC(=O)C=1SC2=C(N1)C(=C(N2)C=2C(=C(C=1N(C2)N=CN1)C)C)C(C)C 5-(7,8-dimethyl-[1,2,4]triazolo[1,5-a]pyridin-6-yl)-6-isopropyl-4H-pyrrolo[3,2-d]thiazole-2-carboxylic acid methyl ester